N-(4-{[3-bromo-4-[(2,4-difluorobenzyl)oxy]-6-methyl-2-oxopyridin-1(2H)-yl]methyl}benzyl)-4-hydroxypiperidine-1-carboxamide BrC=1C(N(C(=CC1OCC1=C(C=C(C=C1)F)F)C)CC1=CC=C(CNC(=O)N2CCC(CC2)O)C=C1)=O